[N+](=O)([O-])[Cr][N+](=O)[O-] dinitrochromium